FC1=CC=C(C=C1)C1C(N(CCO1)C(=O)NCCCCC)(C)C (4-fluorophenyl)-3,3-dimethyl-N-pentylmorpholine-4-carboxamide